NC=1C(NC2=C3C=CC=NC3=C(C=C2C1C1=C2C=NNC2=C(C=C1)F)C1CN(C1)C(=O)OC(C)(C)C)=O tert-butyl 3-[3-amino-4-(7-fluoro-1H-indazol-4-yl)-2-oxo-1H-1,7-phenanthrolin-6-yl]azetidine-1-carboxylate